CN1CCC(CC1)OC=1C=CC(=NC1)C1=NSC(=N1)NC1=NC=CC(=C1)C(F)(F)F 3-(5-(1-methylpiperidin-4-yloxy)pyridin-2-yl)-N-(4-(trifluoromethyl)pyridin-2-yl)-1,2,4-thiadiazol-5-amine